methyl (R)-2-(7-chloro-2,2-difluoro-3-oxo-6-(perfluorophenyl)-2,3-dihydro-4H-benzo[b][1,4]oxazin-4-yl)propanoate ClC=1C(=CC2=C(OC(C(N2[C@@H](C(=O)OC)C)=O)(F)F)C1)C1=C(C(=C(C(=C1F)F)F)F)F